FC1=C(C=CC=C1OC(F)(F)F)NC(C(=O)N1CC2(CC2)C[C@H]1C(=O)N[C@@H](C[C@H]1C(NCC1)=O)C(COC(F)(F)F)=O)=O (S)-5-(2-((2-fluoro-3-(trifluoromethoxy)-phenyl)amino)-2-oxoacetyl)-N-((S)-3-oxo-1-((S)-2-oxopyrrolidin-3-yl)-4-(trifluoromethoxy)-butan-2-yl)-5-azaspiro[2.4]heptane-6-carboxamide